(1-(4-cyano 3-(3,4-dichloro-2-Methyl-2H-indazol-5-yl)-1H-pyrazolo[3,4-d]pyrimidin-6-yl)-4-phenylpiperidin-4-yl)tert-butyl carbamate C(N)(OC(CC1(CCN(CC1)C1=NC(=C2C(=N1)NN=C2C2=C(C1=C(N(N=C1C=C2)C)Cl)Cl)C#N)C2=CC=CC=C2)(C)C)=O